1-(3-Fluoro-5-methoxypyridin-4-yl)-7-methoxy-3-methyl-8-(1-methyl-1H-1,2,3-triazol-4-yl)-1,3-dihydroimidazo[4,5-c]-quinolin-2-one FC=1C=NC=C(C1N1C(N(C=2C=NC=3C=C(C(=CC3C21)C=2N=NN(C2)C)OC)C)=O)OC